(6-chloro-4,5-dimethylpyridazin-3-yl)-1,3-benzothiazol-2-amine ClC1=C(C(=C(N=N1)C1=CC=CC2=C1N=C(S2)N)C)C